C(#N)N1[C@H]2[C@@H](C[C@@H]1CC2)NC(=O)C=2N=C(SC2)C2=CC(=CC=C2)C#N N-((1R,2R,4S)-7-cyano-7-azabicyclo[2.2.1]heptan-2-yl)-2-(3-cyanophenyl)-1,3-thiazole-4-carboxamide